[6-([1,2,4]Triazolo[1,5-a]pyridin-7-ylmethyl)-2-azaspiro[3.3]heptan-2-yl]-[(3S)-3-(1H-1,2,4-triazol-5-yl)pyrrolidin-1-yl]methanone N=1C=NN2C1C=C(C=C2)CC2CC1(CN(C1)C(=O)N1C[C@H](CC1)C1=NC=NN1)C2